rac-tert-butyl (4-(2-((tert-butyldimethylsilyl)oxy)ethoxy)-2-((1S*,2S*)-2-(4-methyl pyrimidin-2-yl)cyclopropyl)quinolin-7-yl)carbamate [Si](C)(C)(C(C)(C)C)OCCOC1=CC(=NC2=CC(=CC=C12)NC(OC(C)(C)C)=O)[C@@H]1[C@H](C1)C1=NC=CC(=N1)C |r|